C(CCC)C1=NC2(C(N1CC1=CC(=C(C=C1)C=1C(=CC=CC1)S(=O)(=O)NC1=NOC(=C1C)C)COCC)=O)CCN(CC2)C2COC2 4'-((2-butyl-8-(oxetan-3-yl)-4-oxo-1,3,8-triazaspiro[4.5]dec-1-en-3-yl)methyl)-N-(4,5-dimethylisoxazol-3-yl)-2'-(ethoxymethyl)-[1,1'-biphenyl]-2-sulfonamide